isopropylpropan-2-amine (s)-2-((1-(4,4-dimethyl-2,6-dioxocyclohexylidene)ethyl)amino)-3-(4-(4-(2-morpholinoacetyl)piperazin-1-yl)phenyl)propanoate CC1(CC(C(C(C1)=O)=C(C)N[C@H](C(=O)O)CC1=CC=C(C=C1)N1CCN(CC1)C(CN1CCOCC1)=O)=O)C.C(C)(C)CC(C)N